4-[[3-[3-[3-(Hydroxymethyl)azetidine-1-carbonyl]phenyl]-1H-pyrazol-4-yl]oxy]benzonitrile OCC1CN(C1)C(=O)C=1C=C(C=CC1)C1=NNC=C1OC1=CC=C(C#N)C=C1